C[P+](CCC)(CCC)C dimethyldipropyl-phosphonium